C(C)(C)(C)C1=CC=C(C=C1)[C@H](C)NC(=O)C1=CC=C2C(=C(N(C2=C1)CC1CCC1)C)CC=1C=C(OC(C(=O)O)(C)C)C=CC1 (S)-2-(3-((6-((1-(4-(tert-butyl)phenyl)ethyl)carbamoyl)-1-(cyclobutylmethyl)-2-methyl-1H-indol-3-yl)methyl)phenoxy)-2-methylpropanoic acid